5-[[(1S)-1-[(2S,4R)-4-hydroxy-2-[[4-(4-methylthiazol-5-yl)phenyl]methylcarbamoyl]pyrrolidine-1-carbonyl]-2,2-dimethyl-propyl]amino]-5-oxo-pentanoic acid O[C@@H]1C[C@H](N(C1)C(=O)[C@H](C(C)(C)C)NC(CCCC(=O)O)=O)C(NCC1=CC=C(C=C1)C1=C(N=CS1)C)=O